2-methyl-4-(pyridin-2-yloxy)aniline CC1=C(N)C=CC(=C1)OC1=NC=CC=C1